O=C1NC(CCC1N1C(C2=CC=CC(=C2C1=O)NCCC[C@H]1CN(CCO1)C(=O)OC(C)(C)C)=O)=O tert-butyl (2S)-2-[3-[[2-(2,6-dioxo-3-piperidyl)-1,3-dioxo-isoindolin-4-yl]amino] propyl]morpholine-4-carboxylate